5-Methoxyhexahydro-4,7-methyleneindene-2-carbaldehyde COC1C2C3CC(CC3=C1CC2)C=O